BrC=1C=C(C=NC1)N1C(NC2(CC(C2)C2CCC2)C1=O)=O 7-(5-bromopyridin-3-yl)-2-cyclobutyl-5,7-diazaspiro[3.4]octane-6,8-dione